[Mn](=O)(=O)([O-])([O-])=O.[Ni+2].[Li+] lithium Nickel manganate oxide